ethyl 2-(2-chloro-6-methylphenyl)acetate ClC1=C(C(=CC=C1)C)CC(=O)OCC